Dilithiopropyne [Li+].[Li+].[CH2-]C#[C-]